C(=O)(O)CCC(=O)C1=CC2=C(S1)C=C(C(=C2)OCCOC2=C(C=C1C(=N2)C=C(S1)C(C[C@@H](C(=O)O)C)=O)OC)OC (S)-4-(5-(2-((2-(3-carboxypropanoyl)-6-methoxybenzo[b]thiophen-5-yl)oxy)ethoxy)-6-methoxythieno[3,2-b]pyridin-2-yl)-2-methyl-4-oxobutanoic acid